2-methoxy-2-methyl-1-aza-2-silacyclopentane CO[Si]1(NCCC1)C